4-aminobenzoic acid (4'-aminophenyl) ester NC1=CC=C(C=C1)OC(C1=CC=C(C=C1)N)=O